C(CCC)[C@]1(CS(C2=C(N(C1)C1=CC=C(C=C1)F)C=C(C(=C2)O/C=C/C(=O)O)SC)(=O)=O)CC (R)-(E)-3-((3-butyl-3-ethyl-5-(4-fluorophenyl)-7-(methylthio)-1,1-dioxido-2,3,4,5-tetrahydro-1,5-benzothiazepin-8-yl)oxy)acrylic acid